4-Dimethylamino-1-neopentylpyridinium chloride [Cl-].CN(C1=CC=[N+](C=C1)CC(C)(C)C)C